CC1=C(C=CC=C1OCCCNCC(CO)O)C1=C(C(=CC=C1)OCCCNCC(CO)O)C ((((2,2'-dimethyl-[1,1'-biphenyl]-3,3'-diyl)bis(oxy))bis(propane-3,1-diyl))bis(azanediyl))bis(propane-1,2-diol)